3-chloro-4-fluoro-N-[[1-[(1R)-3-(hydroxyamino)-1-(2-naphthylmethyl)-3-oxo-propyl]triazol-4-yl]methyl]benzamide ClC=1C=C(C(=O)NCC=2N=NN(C2)[C@@H](CC(=O)NO)CC2=CC3=CC=CC=C3C=C2)C=CC1F